1-(2-hydroxy-4-pyridinyl)-3-(trifluoromethyl)-5,6-dihydro-4H-indazol-7-one OC1=NC=CC(=C1)N1N=C(C=2CCCC(C12)=O)C(F)(F)F